C(CCC)N1C2=C(N=C(C1=O)NNC(=O)C1(CC1)C1CC1)CCOC2 N'-(4-butyl-3-oxo-7,8-dihydro-5H-pyrano[3,4-b]pyrazin-2-yl)-1-cyclopropyl-cyclopropanecarbohydrazide